C(C(=C)C)(=O)O.C(C(=C)C)(=O)O.C(C(=C)C)(=O)O.C(C(=C)C)(=O)O.C(O)C(C)(CO)CO.C(O)C(C)(CO)CO di(trimethylolethane) tetramethacrylate